(3aR,6aS)-N-{(1R,6S)-2,2-difluoro-6-[4-(Propan-2-yl)piperazin-1-yl]cyclohexyl}-5-(2-fluorophenyl)hexahydropyrrolo[3,4-c]pyrrole-2(1H)-carboxamide FC1([C@@H]([C@H](CCC1)N1CCN(CC1)C(C)C)NC(=O)N1C[C@@H]2CN(C[C@@H]2C1)C1=C(C=CC=C1)F)F